2-methyl-2-propyl-4H-benzo[d][1,3]dioxin-4-one CC1(OC(C2=C(O1)C=CC=C2)=O)CCC